6-(2-hydroxy-2-methylpropoxy)-4-(6-((1R,5S,6r)-6-((5-methylpyrimidin-2-yl)amino)-3-azabicyclo[3.1.1]heptan-3-yl)pyridin-3-yl)pyrazolo[1,5-a]pyridine-3-carbonitrile OC(COC=1C=C(C=2N(C1)N=CC2C#N)C=2C=NC(=CC2)N2C[C@@H]1C([C@H](C2)C1)NC1=NC=C(C=N1)C)(C)C